5-Ethyl-2,7-naphthyridine-3-carboxylic acid ethyl ester C(C)OC(=O)C=1N=CC2=CN=CC(=C2C1)CC